carboxyethyl-(1-amino-3,6,9,12-tetraoxapentadecan-15-oic acid) C(=O)(O)CCC(COCCOCCOCCOCCC(=O)O)N